C(C)(C)(C)OC(CN1CCN(CC1)C1=CC=C(C=C1)Br)=O 2-(4-(4-bromophenyl)piperazin-1-yl)acetic acid tert-butyl ester